1-[5-(4-hydroxyphenyl)-1-oxo-2,4-pentadienyl]piperidine OC1=CC=C(C=C1)C=CC=CC(=O)N1CCCCC1